C(C)(C)(C)OC(=O)NC(CCCS(=O)(=O)[O-])CCOS(=O)(=O)C [3-(tert-butoxycarbonylamino)-5-methyl sulfonyloxy-pentyl]methanesulfonate